3-(1,1,2,2-tetrafluoroethoxy)-1,1,2,2-tetrafluoropropane FC(C(F)F)(OCC(C(F)F)(F)F)F